ClC=1C=C(C=C(C1)C(F)(F)F)NC(C1=C(C(=CC(=C1)[N+](=O)[O-])C#C)C)=O N-(3-chloro-5-(trifluoromethyl)phenyl)-3-ethynyl-2-methyl-5-nitrobenzamide